methyl (1R,4R)-4-(3-Chloroanilino)-4'-methyl-2'-[(2R)-2-methyl-3-{[(5R)-5-methyl-5,6,7,8-tetrahydroquinolin-4-yl] oxy} propyl]-2',3'-dihydrospiro[cyclohexane-1,1'-indene]-4-carboxylate ClC=1C=C(NC2(CCC3(C(CC4=C(C=CC=C34)C)C[C@H](COC3=CC=NC=4CCC[C@H](C34)C)C)CC2)C(=O)OC)C=CC1